C1(CC(CCCCCCCCC)O1)=O γ-dodecanolactone